OC=1C2=C(N=C(N1)NC(=O)OC)C(=NN2CC2=C(C=C(C=N2)C=2CCN(CC2)C(=O)OC(C)(C)C)OC)I tert-butyl 6-((7-hydroxy-3-iodo-5-((methoxycarbonyl)-amino)-1H-pyrazolo[4,3-d]pyrimidin-1-yl)methyl)-5-methoxy-3',6'-dihydro-[3,4'-bipyridine]-1'(2'H)-carboxylate